ClC1=NC=C(C(=N1)OC1=C(C(=O)NC)C=CC=C1)Cl 2-((2,5-dichloropyrimidin-4-yl)oxy)-N-methylbenzamide